N1C=C(C2=CC=CC=C12)CC(CCCC)NC(=O)C1=CC2=C(S1)C=C(C=C2)N2CC1(CN(C1)C(=O)OC(C)(C)C)C2 tert-Butyl 6-(2-((1-(1H-indol-3-yl)hexane-2-yl)carbamoyl)benzo[b]thiophen-6-yl)-2,6-diazaspiro[3.3]heptane-2-carboxylate